N1(CCNCCC1)C1=C(C=NC2=CC(=C(C=C12)OC)OC)C(=O)OCC ethyl 4-(1,4-diazepan-1-yl)-6,7-dimethoxyquinoline-3-carboxylate